N/C(/C(=O)OCC)=N/N1C(CCC1=O)C1=CC(=CC(=C1)F)F ethyl (E)-2-amino-2-((2-(3,5-difluorophenyl)-5-oxopyrrolidin-1-yl)imino)acetate